C(C)(C)(C)OC(=O)N1CC2=CC=CC(=C2CC1)CN1CC(C(CC1)C1=CC=C(C=C1)NC1C(NC(CC1)=O)=O)(F)F 5-[[4-[4-[(2,6-dioxo-3-piperidinyl)amino]phenyl]-3,3-difluoro-1-piperidinyl]methyl]-3,4-dihydro-1H-isoquinoline-2-carboxylic acid tert-butyl ester